tert-Butyl-(5S)-2-(4-bromobenzyl)-3-oxo-2,3,5,6,7,8-hexahydro[1,2,4]triazolo[4,3-a]pyridine-5-carboxylate C(C)(C)(C)OC(=O)[C@@H]1CCCC=2N1C(N(N2)CC2=CC=C(C=C2)Br)=O